BrC1=C2CN(C(C2=CC(=C1)C)=O)C1COCC2=CC=CC=C12 4-bromo-2-(isochroman-4-yl)-6-methylisoindolin-1-one